C(C)(C)C1=C(C=C(C=C1)C)C1=NC=C2N(C(N(C2=N1)CC1=CC=C(C=C1)C=1N(C=C(N1)C(F)(F)F)C)=N)C 2-(2-isopropyl-5-methyl-phenyl)-7-methyl-9-[[4-[1-methyl-4-(trifluoromethyl)imidazol-2-yl]phenyl]methyl]purin-8-imine